ClC1=CC=C(C=C1)C1=CC(=NC(=N1)C=1C=NC=CC1)NC1CCNCC1 6-(4-chlorophenyl)-N-(piperidin-4-yl)-2-(pyridin-3-yl)pyrimidin-4-amine